OC1=CC=C(C=C1)C=CC(=O)C1=CC=C(C#N)C=C1 4-[3-(4-Hydroxyphenyl)prop-2-enoyl]benzonitrile